CN1C(=NC2=C1C=CC(=C2)C(=O)O)NC=2SC1=C(N2)C=CC(=C1)C(F)(F)F 1-Methyl-2-(6-trifluoromethyl-benzothiazol-2-ylamino)-1H-benzoimidazole-5-carboxylic acid